COC1=C(C=C2C=CC(=NC2=C1)C)C1=CN=C(N1)[C@H](CCCCCC(=O)C=1OC=CN1)NC(CN1N=CC=C1)=O N-[(1S)-1-[5-(7-methoxy-2-methylquinolin-6-yl)-1H-imidazol-2-yl]-7-(1,3-oxazol-2-yl)-7-oxoheptyl]-2-(1H-pyrazol-1-yl)acetamide